2-(4-(adamantan-1-yl)phenoxy)acetic acid C12(CC3CC(CC(C1)C3)C2)C2=CC=C(OCC(=O)O)C=C2